C(CCC)C1C(=NN(C1(C(=O)NCC1=CC(=CC(=C1)Cl)Cl)C)C1=CC=CC=C1)C1=CC=C(C=C1)F 4-Butyl-N-(3,5-dichlorobenzyl)-3-(4-fluorophenyl)-5-methyl-1-phenyl-4,5-dihydro-1H-pyrazole-5-carboxamide